OCCCN(CCCCCCC(=O)OC(CCCCCC(F)(F)F)CCCCCCCC(F)(F)F)CCCCCCC(=O)OC(CCCCCC(F)(F)F)CCCCCCCC(F)(F)F Bis(1,1,1,15,15,15-hexafluoropentadecan-7-yl) 7,7'-((3-hydroxypropyl)-azanediyl)diheptanoate